[As].[As]=S arsenic-sulfide arsenic